C(C1=CC=CC=C1)O[C+]1[N-]C=C(C=C1)NC(N1CCN(CC1)C(C1=C(C=CC=C1)C(F)(F)F)=O)O 2-(benzyloxy)-5-{[hydroxy({4-[2-(trifluoromethyl)benzoyl]piperazin-1-yl})methyl]amino}-1,2-dihydropyridin-2-ylium-1-ide